5-chloro-N-((4,5-dimethylthiazol-2-yl)(p-chlorophenyl)methyl)-3-methyl-1-phenyl-1H-pyrazole-4-carboxamide ClC1=C(C(=NN1C1=CC=CC=C1)C)C(=O)NC(C1=CC=C(C=C1)Cl)C=1SC(=C(N1)C)C